ethyl 5-hydroxy-2-methylpyrazolo[1,5-a]pyridine-3-carboxylate OC1=CC=2N(C=C1)N=C(C2C(=O)OCC)C